4-(bromomethyl)-2-fluorobenzonitrile BrCC1=CC(=C(C#N)C=C1)F